15-azido-4,7,10,13-tetraoxa-pentadecanoic acid succinimidyl ester C1(CCC(N1OC(CCOCCOCCOCCOCCN=[N+]=[N-])=O)=O)=O